3-[3-(Cyclopropylsulfonylamino)Phenoxy]-5-(2-Fluoro-4-iodoanilino)Pyridine-4-Carboxamide C1(CC1)S(=O)(=O)NC=1C=C(OC=2C=NC=C(C2C(=O)N)NC2=C(C=C(C=C2)I)F)C=CC1